(S)-3-chloro-1-phenylpropanol ClCC[C@H](O)C1=CC=CC=C1